CC(=CCC/C(=C/C=C/C(=C/C=C/C(=C/C=C/C=C(\\C)/C=C/C=C(\\C)/C=C/C=C(\\C)/CC/C=C(\\C)/CO)/C)/C)/C)C The molecule is a carotenol that is carotenol psi,psi-carotene substituted by a hydroxy group. It derives from a hydride of a lycopene.